C(N)(=O)C1=CC=C(C=C1)CN1C2=C(C3=CC=CC(=C13)C(=O)O)CCCC(C2)CCCCCC 5-[(4-carbamoylphenyl)methyl]-7-hexyl-5H,6H,7H,8H,9H,10H-cyclohepta[b]indole-4-carboxylic acid